C1(=CC=CC=C1)S(=O)(=O)O.N1C(CCCC1=O)=O piperidine-2,6-dione benzenesulfonate